CC1=C(C=CC(=C1)C)[C@H]([C@H](C)OC([C@@H](NC(=O)C1=NC=CC(=C1O)OC)C)=O)C(C)C (3-hydroxy-4-methoxypyridinoyl)-L-alanine (2S,3R)-3-(2,4-dimethylphenyl)-4-methylpent-2-yl ester